FC(CC=1N=C(SC1)C=O)(F)F 2,2,2-trifluoroethyl-thiazole-2-carbaldehyde